tert-butyl N-[(3R)-7-cyano-8-fluoro-4-oxo-5-[(4-phenoxyphenyl)methyl]-2,3-dihydro-1λ4,5-benzothiazepin-3-yl]carbamate C(#N)C=1C(=CC2=C(N(C([C@H](C[SH2]2)NC(OC(C)(C)C)=O)=O)CC2=CC=C(C=C2)OC2=CC=CC=C2)C1)F